(S)-2-((6-(1H-pyrazol-1-yl)pyrimidin-4-yl)amino)-4-((3,3-difluorocyclobutyl)(4-(5,6,7,8-tetrahydro-1,8-naphthyridin-2-yl)butyl)amino)butanoic acid N1(N=CC=C1)C1=CC(=NC=N1)N[C@H](C(=O)O)CCN(CCCCC1=NC=2NCCCC2C=C1)C1CC(C1)(F)F